C(CCCC\C=C/C\C=C/C\C=C/CCCCC)(=O)OCCO ethylene glycol gamma-linolenate